C(CCCCCCCCCCCCCCCCCCCCCCCCCCCCC)O triacontyl alcohol